CS(=O)(=O)C1=CC2=C(N=CS2)C=C1 6-methylsulfonyl-1,3-benzothiazol